γ-amino-adipic acid NC(CCC(=O)O)CC(=O)O